3-{2-[(6,6-dimethylpiperidin-3-yl)amino]-5-(trifluoromethyl)pyrimidin-4-yl}-7-(pyridin-3-yl)-1H,4H,5H,6H,7H,8H-pyrrolo[2,3-c]azepin-8-one CC1(CCC(CN1)NC1=NC=C(C(=N1)C1=CNC=2C(N(CCCC21)C=2C=NC=CC2)=O)C(F)(F)F)C